N-benzyl-N-(3-((2R,5R)-5-((S)-(3-fluorophenyl)(hydroxy)methyl)pyrrolidin-2-yl)phenyl)methane-sulfonamide C(C1=CC=CC=C1)N(S(=O)(=O)C)C1=CC(=CC=C1)[C@@H]1N[C@H](CC1)[C@@H](O)C1=CC(=CC=C1)F